BrC1=CC(=C(OCCCC(C(=O)O)(C)C)C=C1C)C 5-(4-bromo-2,5-dimethylphenoxy)-2,2-dimethyl-pentanoic acid